C1(CC1)COCC(C)(C)C1=C(C=C(C=C1F)NC(=O)[C@@H]1N(CCC2=CC(=CC=C12)OC)C(CC1=CC(=NO1)O)=O)F (1R)-N-(4-(1-(cyclopropyl-methoxy)-2-methylpropan-2-yl)-3,5-difluorophenyl)-2-((3-hydroxy-1,2-oxazol-5-yl)acetyl)-6-methoxy-1,2,3,4-tetrahydro-isoquinoline-1-carboxamide